Cl.FC(C=O)(F)F 2,2,2-trifluoroethane-1-one hydrochloride